3-((6-(5-amino-2-(trifluoromethyl)phenyl)-7-chloro-4-(2-isopropyl-6-methylphenyl)-2,3-dioxo-3,4-dihydroquinoxalin-1(2H)-yl)methyl)azetidine-1-carboxylic acid tert-butyl ester C(C)(C)(C)OC(=O)N1CC(C1)CN1C(C(N(C2=CC(=C(C=C12)Cl)C1=C(C=CC(=C1)N)C(F)(F)F)C1=C(C=CC=C1C)C(C)C)=O)=O